methyl 2-(2-cyano-4-iodo-5-methoxyphenyl)propionate C(#N)C1=C(C=C(C(=C1)I)OC)C(C(=O)OC)C